1-((2-chloro-[1,2,4]triazolo[1,5-a]pyridin-6-yl)oxy)-2-methylpropan-2-ol ClC1=NN2C(C=CC(=C2)OCC(C)(O)C)=N1